C(C)(C)(C)SCCNC(=O)C1=NNC(=C1)C=1C=C(C=CC1)C=1OC(=CN1)C(=O)NC(CC)CC 2-(3-(3-((2-(tert-butylthio)ethyl)carbamoyl)-1H-pyrazol-5-yl)phenyl)-N-(pentan-3-yl)oxazole-5-carboxamide